[OH-].[Cl-].[Li+].[Na+] sodium lithium chloride hydroxide